N1C=NC=2C=NC=C(C21)C=2N=NN(C2)CC=2N=C1N(C=C(C=C1)CNCC1CCC1)C2 1-(2-((4-(1H-imidazo[4,5-c]pyridin-7-yl)-1H-1,2,3-triazol-1-yl)methyl)Imidazo[1,2-a]pyridin-6-yl)-N-(cyclobutylmethyl)methanamine